CC(C#C)(C)N1C(N(CC1)C)=O (1,1-dimethyl-prop-2-ynyl)-3-methyl-imidazolidin-2-one